1-isopropyl-4-methyl-2-((2-pentyl-cyclopentylidene)methoxy)benzene C(C)(C)C1=C(C=C(C=C1)C)OC=C1C(CCC1)CCCCC